ethyl 4-[5-(3-bromopropoxy)-4-chloro-6-methoxy-isoindolin-2-yl]-4-oxo-butanoate BrCCCOC=1C(=C2CN(CC2=CC1OC)C(CCC(=O)OCC)=O)Cl